12-Hydroxy-pentadecanoic acid OC(CCCCCCCCCCC(=O)O)CCC